(1-bromoethyl)-7-methyl-2-morpholino-pyrido[1,2-a]Pyrimidin-4-one BrC(C)C1=C(N=C2N(C1=O)C=C(C=C2)C)N2CCOCC2